5-acetamido-N-(1,2,3,5,6,7-hexahydro-s-indacen-4-yl)-2-methylbenzamide C(C)(=O)NC=1C=CC(=C(C(=O)NC2=C3CCCC3=CC=3CCCC23)C1)C